O=C1NC=CC(=C1)C(=O)N 2-oxo-1,2-dihydropyridine-4-carboxamide